(4-bromophenyl)-5-fluoro-1,3-dihydrospiro[indene-2,3'-pyrrolidine]-2'-one BrC1=CC=C(C=C1)N1C(C2(CC1)CC1=CC=C(C=C1C2)F)=O